C1(CCC1)N1C(=NC2=C1C=C(C=C2)C(=O)NC)C=2N(C(C(=C(N2)C(NC=2C=NOC2)=O)O)=O)C 1-cyclobutyl-2-{5-hydroxy-1-methyl-4-[(1,2-oxazol-4-yl)carbamoyl]-6-oxo-1,6-dihydropyrimidin-2-yl}-N-methyl-1H-1,3-benzodiazole-6-carboxamide